(1R*,2R*)-2-(2-((tert-butyldiphenylsilyl)oxy)ethyl)cyclohexan-1-ol [Si](C1=CC=CC=C1)(C1=CC=CC=C1)(C(C)(C)C)OCC[C@@H]1[C@@H](CCCC1)O |o1:20,21|